2,2-dimethyl-valeric acid CC(C(=O)O)(CCC)C